C[C@@H]1OC1 (2S)-2-methyloxirane